C(N)(=N)C=1C=C(SC1)[C@@H](C)NC(=O)[C@H]1N(C[C@H](C1)C1=C(C=CC=C1)C)C(CNC(C1=CC=C(C=C1)OC1=CC=C(C=C1)F)=O)=O (2S,4R)-N-((R)-1-(4-carbamimidoylthiophen-2-yl)ethyl)-1-((4-(4-fluorophenoxy)benzoyl)glycyl)-4-(o-tolyl)pyrrolidine-2-carboxamide